tert-butyl (trans-3-((2-(2,6-dioxo-1-((2-(trimethylsilyl)ethoxy)methyl)piperidin-3-yl)-1-oxoisoindolin-5-yl)oxy)-1-methylpiperidin-4-yl)carbamate O=C1N(C(CCC1N1C(C2=CC=C(C=C2C1)O[C@@H]1CN(CC[C@H]1NC(OC(C)(C)C)=O)C)=O)=O)COCC[Si](C)(C)C